ClC1=C(C=2N(C=C1)C(=CN2)S(=O)(=O)NC=2C(=NC(=C(C2)F)OCC(F)F)OC)C#N 7-chloro-8-cyano-N-[6-(2,2-difluoroethoxy)-5-fluoro-2-methoxy-3-pyridyl]imidazo[1,2-a]pyridine-3-sulfonamide